FC(C1=CC=C(C=C1)C1CC(C1)=O)(F)F 3-(4-(trifluoromethyl)phenyl)cyclobutan-1-one